N-(2-hydroxyethyl)-5-norbornene-2,3-dicarboximide OCCN1C(=O)C2C3C=CC(C2C1=O)C3